FC1(CC(C1)CN1N=C(C(=C1C(=O)O)C)C(C)(F)F)F 1-((3,3-difluorocyclobutyl)methyl)-3-(1,1-difluoroethyl)-4-methyl-1H-pyrazole-5-carboxylic acid